4,4,5,5,6,6,7,7,7-nonafluoro-2-methyl-1,2-di-p-tolyl-heptan-1-one FC(CC(C(=O)C1=CC=C(C=C1)C)(C1=CC=C(C=C1)C)C)(C(C(C(F)(F)F)(F)F)(F)F)F